5-((5-(3-(5-(tert-butyl)-1H-imidazol-2-yl)cyclopentyl)-1H-pyrazol-3-yl)amino)-4-fluoro-2,3-dihydrobenzo[d]isothiazole 1,1-dioxide C(C)(C)(C)C1=CN=C(N1)C1CC(CC1)C1=CC(=NN1)NC=1C=CC2=C(CNS2(=O)=O)C1F